(3-((2-(4-Methoxyphenyl)quinolin-4-yl)amino)propyl)-N3,N3-dimethyl-N1-(piperidin-4-ylmethyl)propane-1,3-diamine COC1=CC=C(C=C1)C1=NC2=CC=CC=C2C(=C1)NCCCC(CCN(C)C)NCC1CCNCC1